1-ethyl-9,10-diacetyloxyanthracene C(C)C1=CC=CC2=C(C3=CC=CC=C3C(=C12)OC(C)=O)OC(C)=O